FC1(CC(C1)C1=NC(=NO1)C1(CCN(CC1)C(=O)[C@H]1NCC2(CCC2)[C@@H](C1)O)C(F)(F)F)F (4-(5-(3,3-difluorocyclobutyl)-1,2,4-oxadiazol-3-yl)-4-(trifluoromethyl)piperidin-1-yl)((7s,9r)-9-hydroxy-6-azaspiro[3.5]nonan-7-yl)methanone